NC1=C(C(N(C2=NC(=CC=C12)C(F)(F)F)C1=CC=C(C=C1)C(C[2H])O)=O)C(=O)OC([2H])([2H])[2H] methyl-d3 4-amino-1-(4-(1-hydroxyethyl-2-d)phenyl)-2-oxo-7-(trifluoromethyl)-1,2-dihydro-1,8-naphthyridine-3-carboxylate